FS(=N)F.[Na] sodium bisfluorosulfimide